ClC1=CC=C(C=C1)C1=N[C@H](C=2N(C3=C1C(=C(S3)C)C)C(=NN2)C)[C@H](C(=O)OC)C |r| (±)-methyl (R)-2-((S)-4-(4-chlorophenyl)-2,3,9-trimethyl-6H-thieno[3,2-f][1,2,4]triazolo[4,3-a][1,4]diazepin-6-yl)propanoate